(5-(Benzyloxy)-6-fluoropyrazolo[1,5-a]pyridin-2-yl)methanol C(C1=CC=CC=C1)OC1=CC=2N(C=C1F)N=C(C2)CO